C1(=CC=CC=C1)C(C)OO 1-phenylethylhydroperoxide